7-(2-chloro-4-fluoro-phenyl)-8-[4-[(3S)-1-(3-fluoropropyl)pyrrolidin-3-yl]oxyphenyl]-5,6-dihydronaphthalen-2-ol ClC1=C(C=CC(=C1)F)C=1CCC=2C=CC(=CC2C1C1=CC=C(C=C1)O[C@@H]1CN(CC1)CCCF)O